NC1=C(C2=C(N=C(N=C2)Cl)N1C1=C(C(=CC=C1C)OC)C)C#N 6-amino-2-chloro-7-(3-methoxy-2,6-dimethylphenyl)-7H-pyrrolo[2,3-d]pyrimidine-5-carbonitrile